C(C=CCCCCCCCCCCC)=O Tetradec-2-enal